methylAmmonium C[NH3+]